C(C)(=O)O[C@H]1[C@H](OC2=CN(C3=CC(=C(C(=C23)Br)O)Br)C(C)=O)O[C@@H]([C@H]([C@@H]1OC(C)=O)OC(C)=O)C(=O)O 1-acetyl-4,6-dibromo-5-hydroxy-1H-indol-3-yl 2,3,4-tri-O-acetyl-beta-D-glucopyranosiduronic acid